N-[2-(2-aminoethylamino)-2-oxoethyl]-2-chloro-4-[[3-[3-(trifluoromethyl)-1H-pyrazol-4-yl]imidazo[1,2-a]pyrazin-8-yl]amino]benzamide NCCNC(CNC(C1=C(C=C(C=C1)NC=1C=2N(C=CN1)C(=CN2)C=2C(=NNC2)C(F)(F)F)Cl)=O)=O